fluorospermine FNCCCNCCCCNCCCN